[Pt+2].N[C@H]1[C@@H](CCCC1)N |r| (trans-(±)-1,2-diaminocyclohexane) platinum (II)